C(C1=CC=CC=C1)C=1NC(NC1)=O 4-benzyl-2-oxo-2,3-dihydro-1H-imidazole